4-{2-[(tert-butyldimethylsilyl)oxy]ethyl}-6-(2-chloro-5-fluorophenyl)-5-(hydroxymethyl)piperidin-2-one [Si](C)(C)(C(C)(C)C)OCCC1CC(NC(C1CO)C1=C(C=CC(=C1)F)Cl)=O